4-nonylphenyl 3-sulfopropyl ether sodium [Na].S(=O)(=O)(O)CCCOC1=CC=C(C=C1)CCCCCCCCC